C(C)(C)(C)OC(=O)N1[C@@H](CN[C@H](C1)CC)CC.NC1=NC=C(C2=C1C(=C(N2C)C2=CC=C(C=C2)NC(C=C)=O)C2=CC(=C(C=C2)C(=O)C2CCCCC2)F)C#N N-(4-(4-amino-7-cyano-3-(4-(cyclohexanecarbonyl)-3-fluorophenyl)-1-methyl-1H-pyrrolo[3,2-c]pyridin-2-yl)phenyl)acrylamide tert-butyl-(2R,5S)-2,5-diethylpiperazine-1-carboxylate